dimethyl-dimethylmethylene(cyclopentadienyl)(2,7-di-tert-butylfluorenyl)hafnium dichloride [Cl-].[Cl-].CC(C(C)=[Hf+2](C1=C(C=CC=2C3=CC=C(C=C3CC12)C(C)(C)C)C(C)(C)C)C1C=CC=C1)C